1-(6-(5-chloro-7-fluoro-6-(3-hydroxynaphthalen-1-yl)benzo[c]isothiazol-3-yl)-2,6-diazaspiro[3.3]heptan-2-yl)prop-2-en-1-one cerium(II) acrylate C(C=C)(=O)[O-].[Ce+2].ClC1=CC=2C(=NSC2N2CC3(CN(C3)C(C=C)=O)C2)C(=C1C1=CC(=CC2=CC=CC=C12)O)F.C(C=C)(=O)[O-]